N-allylisopentyl-amine C(C=C)NCCC(C)C